FC1=C(C=CC=C1)C1=C2C(=NN1CC1=CC(=CC=C1)[N+](=O)[O-])CNC2 3-(2-fluorophenyl)-2-(3-nitrobenzyl)-2,4,5,6-tetrahydropyrrolo[3,4-c]pyrazole